1-(5-((5-chloro-4-(5-phenyl-1-((2-(trimethylsilyl)ethoxy)methyl)-1H-pyrazol-3-yl)pyrimidin-2-yl)amino)pyridin-3-yl)pyrrolidin-2-one ClC=1C(=NC(=NC1)NC=1C=C(C=NC1)N1C(CCC1)=O)C1=NN(C(=C1)C1=CC=CC=C1)COCC[Si](C)(C)C